2,2-dimethyl-1-(4-pyridyl)but-3-en-1-one CC(C(=O)C1=CC=NC=C1)(C=C)C